Cl.FCCCN1CC(C(C1)C)N (3-fluoropropyl)-4-methyl-pyrrolidin-3-amine hydrochloride